3,5-bis(2-bromo-4-chlorobenzyl)-4-piperidone BrC1=C(CC2CNCC(C2=O)CC2=C(C=C(C=C2)Cl)Br)C=CC(=C1)Cl